N(=[N+]=[N-])CCOC(=O)N[C@@H](CCCCN)C(=O)O ((2-azidoethoxy)carbonyl)lysine